C(C)(=O)C1(CCNCC1)C 4-acetyl-4-methylpiperidine